O1CCC(CC1)N1CC2=C3C(C=CC3=C3C(C=C2)=C(C=NN3)C(F)(F)F)=N1 4-(tetrahydro-2H-pyran-4-yl)-8-(trifluoromethyl)-5,11-dihydro-4H-3,4,10,11-tetraazadibenzo[cd,h]azulene